3-((tert-butyloxycarbonyl)amino)propanoic acid C(C)(C)(C)OC(=O)NCCC(=O)O